CS(=O)(=O)C1=CNC2=CC=CC=C12 3-methylsulfonyl-1H-indole